N-(3-(4-((2-chloro-3-methyl-4-((1-methyl-1H-benzo[d]imidazol-5-yl)oxy)phenyl)amino)pyrido[3,2-d]pyrimidin-6-yl)allyl)acrylamide ClC1=C(C=CC(=C1C)OC1=CC2=C(N(C=N2)C)C=C1)NC=1C2=C(N=CN1)C=CC(=N2)C=CCNC(C=C)=O